trans-4-((3-(1-Cyclopropyl-1H-pyrazol-4-yl)phenyl)((trans-4-(4-methoxy-3-methylphenyl)cyclohexyl)methyl)carbamoyl)-cyclohexyl (2-(dimethylamino)ethyl)carbamate CN(CCNC(O[C@@H]1CC[C@H](CC1)C(N(C[C@@H]1CC[C@H](CC1)C1=CC(=C(C=C1)OC)C)C1=CC(=CC=C1)C=1C=NN(C1)C1CC1)=O)=O)C